C1(CC1)OC=1C(=CC2=CN(N=C2C1)C1CC(CCC1)(O)C)I 3-(6-cyclopropoxy-5-iodo-2H-indazol-2-yl)-1-methylcyclohexan-1-ol